C1(=C(C=CC=C1)S(=O)(=O)CN(C)CS(=O)(=O)C1=C(C=CC=C1)C)C bis(tolylsulfonylmethyl)methylamine